ClC=1C=C(C=C(C1)Cl)C1=CC=C(S1)CC(=O)NN1CCOCC1 2-(5-(3,5-Dichlorophenyl)thiophen-2-yl)-N-morpholinoacetamid